3-(1-(2-acetamido-4-fluorophenyl)-1H-pyrrolo[2,3-c]pyridin-3-yl)piperidine-1-carboxylic acid tert-butyl ester C(C)(C)(C)OC(=O)N1CC(CCC1)C1=CN(C2=CN=CC=C21)C2=C(C=C(C=C2)F)NC(C)=O